CNC(=O)N1CC2=C(CC1)N(N=C2)C2CCN(CC2)CC2CCNCC2 N-methyl-1-[1-(4-piperidylmethyl)-4-piperidyl]-6,7-dihydro-4H-pyrazolo[4,3-c]pyridine-5-carboxamide